O-methyl-5-(1-propynyl)uridine CO[C@H]1[C@@H](O[C@@H]([C@H]1O)CO)N1C(=O)NC(=O)C(=C1)C#CC